CC1(N(CC(N(C1)C)C1=CC=CC=C1)C(=O)NCCCCC1=CC=CC=C1)C 2,2,4-trimethyl-5-phenyl-N-(4-phenylbutyl)piperazine-1-carboxamide